O1C=CC2=C1C(=CC=C2)\C=C/2\C(N(C(N2)=O)C)=O (Z)-5-(benzofuran-7-ylmethylene)-3-methylimidazolidine-2,4-dione